COC=1C=C(C=CC1)C#CC(=O)O 3-(3-methoxyphenyl)propiolic acid